((3s,4s)-8-(5-((3-(azetidin-3-ylamino)-2-chlorophenyl)thio)pyrazin-2-yl)-3-methyl-2-oxa-8-azaspiro[4.5]dec-4-yl)carbamic acid tert-butyl ester C(C)(C)(C)OC(N[C@@H]1[C@@H](OCC12CCN(CC2)C2=NC=C(N=C2)SC2=C(C(=CC=C2)NC2CNC2)Cl)C)=O